3-Hydroxy-1-(1-methylphenyl)pyrrolidine-3-carboxylic acid OC1(CN(CC1)C1(CC=CC=C1)C)C(=O)O